2,5-dibromoanisole BrC1=C(C=C(C=C1)Br)OC